FC=1C=C(C=C(C1C1=C(CCCC2=C1C=CC(=C2)OC)C2=CC=CC=C2)F)N2CCC(CC2)C=O 1-(3,5-difluoro-4-(3-methoxy-8-phenyl-6,7-dihydro-5H-benzo[7]annulen-9-yl)phenyl)piperidine-4-carbaldehyde